ClC1=CC=C(CNC(=O)C2=CC=3C(=C(N=NC3)OCC3(CC3)S(=O)(=O)NCC(=O)OCC)N(C2=O)C)C=C1 ethyl ((1-(((3-((4-chlorobenzyl)carbamoyl)-1-methyl-2-oxo-1,2-dihydropyrido[2,3-d]pyridazin-8-yl)oxy)methyl)cyclopropyl)sulfonyl)glycinate